CN1C(C2=CC(=CC(=C2C=C1C1=CC(=CC=C1)C(F)(F)F)C(C)NC1=C(C(=O)O)C=CC=C1)C)=O 2-((1-(2,7-dimethyl-1-oxo-3-(3-(trifluoromethyl)phenyl)-1,2-dihydroisoquinolin-5-yl)ethyl)amino)benzoic acid